Methyl (2E)-2-[2-[[(E)-(4-bromoindan-1-ylidene)amino]oxymethyl]-3-methylphenyl]-2-methoxyimino-acetate BrC1=C2CC/C(/C2=CC=C1)=N\OCC1=C(C=CC=C1C)\C(\C(=O)OC)=N/OC